(3-[4-(dimethylphosphoryl)-1-[4-(trifluoromethoxy)phenyl]pyrazolo[3,4-b]pyridin-3-yl]azetidin-1-yl)-2-fluoroprop-2-en-1-one CP(=O)(C)C1=C2C(=NC=C1)N(N=C2C2CN(C2)C(C(=C)F)=O)C2=CC=C(C=C2)OC(F)(F)F